NC=1C=CC(=C(C1)[C@@H](C(=O)O)C)C1=CC2=C(C=N1)N=CN2[C@H](C)C2=C(C(=CC=C2Cl)C2CC2)Cl (S)-2-(5-amino-2-(1-((R)-1-(2,6-dichloro-3-cyclopropylphenyl)ethyl)-1H-imidazo[4,5-c]pyridin-6-yl)phenyl)propionic acid